2-(4-(6-(((1r,4r)-4-chloro-2-fluorobenzofuran-7-yl)methoxy)pyridin-2-yl)cyclohexyl)acetic acid ClC1=CC=C(C2=C1C=C(O2)F)COC2=CC=CC(=N2)C2CCC(CC2)CC(=O)O